N-[(3R,4S)-3-cyano-1-methyl-4-piperidyl]-6-[3-(2-methoxy-4-methylsulfonyl-anilino)prop-1-ynyl]-1-(2,2,2-trifluoroethyl)benzimidazole-4-carboxamide C(#N)[C@@H]1CN(CC[C@@H]1NC(=O)C1=CC(=CC=2N(C=NC21)CC(F)(F)F)C#CCNC2=C(C=C(C=C2)S(=O)(=O)C)OC)C